ClC1=C(C(=O)NC=2C=C3C=C(N(C3=CC2)C)C(=O)NC=2C=CC(=C(C(=O)O)C2)F)C=C(C=C1)CNC(C(C)C)=O 5-(5-(2-chloro-5-(isobutyrylaminomethyl)benzoylamino)-1-methyl-1H-indole-2-carboxamido)-2-fluorobenzoic acid